ClC=1N=C(C=2N(C1)N=CC2)O[C@H]2C[C@H](CCC2)NC(OC(C)(C)C)=O tert-butyl ((1S,3R)-3-((6-chloropyrazolo[1,5-a]pyrazin-4-yl)oxy)cyclohexyl)carbamate